ClC=1C(=CC(=C(C(=O)NS(=O)(=O)N2C[C@@H](OCC2)CN(C(OC(C)(C)C)=O)C)C1)F)OCC1CCCC1 (S)-tert-butyl ((4-(N-(5-chloro-4-(cyclopentylmethoxy)-2-fluorobenzoyl) sulfamoyl) morpholin-2-yl)methyl)(methyl)carbamate